C(OCCCC)(OCC#C)=O butyl propargyl carbonate